methyl 4-[4-benzyloxy-1-(3,4-difluorophenyl)-6-fluoro-2-(2-methoxy-1-methyl-ethyl)indol-3-yl]benzoate C(C1=CC=CC=C1)OC1=C2C(=C(N(C2=CC(=C1)F)C1=CC(=C(C=C1)F)F)C(COC)C)C1=CC=C(C(=O)OC)C=C1